2-[4-[3-[1-(5-chloropyrimidin-2-yl)-4-piperidyl]propoxy]-2-fluoro-phenyl]-N-[5-[[2-hydroxy-1-(hydroxymethyl)ethyl]amino]pentyl]acetamide ClC=1C=NC(=NC1)N1CCC(CC1)CCCOC1=CC(=C(C=C1)CC(=O)NCCCCCNC(CO)CO)F